FC1=C(C=CC2=C1CNS2(=O)=O)NC2=NNC(=C2)[C@@H]2C[C@@H](CC2)OC=2N=NC=CC2 cis-4-fluoro-5-((5-(3-(pyridazin-3-yloxy)cyclopentyl)-1H-pyrazol-3-yl)amino)-2,3-dihydrobenzo[d]isothiazole 1,1-dioxide